FC=1C=C(C=CC1N1C(=NC=C1)C)[C@@H](C)NS(=O)C(C)(C)C N-((R)-1-(3-fluoro-4-(2-methyl-1H-imidazol-1-yl)phenyl)ethyl)-2-methylpropane-2-sulfinamide